((2R,3R)-3-(2-chlorobenzyl)-1,4-dioxaspiro[4.4]nonan-2-yl)methanol ClC1=C(C[C@@H]2[C@H](OC3(O2)CCCC3)CO)C=CC=C1